C(N)(=O)C1=[N+](C=CC(=C1)NC(=O)[C@@H]1O[C@@]([C@@H]([C@H]1C1=C(C(=C(C=C1)F)F)OC(F)F)C)(C(F)(F)F)C)[O-] 2-carbamoyl-4-((2R,3S,4R,5S)-3-(2-(difluoromethoxy)-3,4-difluorophenyl)-4,5-dimethyl-5-(trifluoromethyl)tetrahydrofuran-2-carboxamido)pyridine 1-oxide